ClC=1C=C(C=C(C1)C1=CN=CO1)[C@@]1(CN2[C@H](CO1)CN(CC2)C(=O)C2=C(C(=CC=C2)OC)Cl)O [(3R,9aS)-3-(3-chloro-5-oxazol-5-yl-phenyl)-3-hydroxy-1,4,6,7,9,9a-hexahydropyrazino[2,1-c][1,4]oxazin-8-yl]-(2-chloro-3-methoxyphenyl)methanone